C1(CCCCC1)SC1=C2C(C(=O)NC2=O)=CC=C1 (cyclohexylthio)phthalimide